tert-butyl ((2-(6-chloropyridin-2-yl)-2H-pyrazolo[4,3-c]pyridin-6-yl)methyl)carbamate ClC1=CC=CC(=N1)N1N=C2C(C=NC(=C2)CNC(OC(C)(C)C)=O)=C1